bromo-4'-chloro-5'-fluoro-spiro[cyclohexane-1,1'-indene]-4-one BrC=1C2(C3=CC=C(C(=C3C1)Cl)F)CCC(CC2)=O